Cl.NC(C(=O)N1CCN(CC1)C(=O)NC1=NC(N(C=C1)C1=CC=C(C=C1)OCC(C)N1C[C@H](CC1)CN)=O)(C)C 4-(2-Amino-2-methylpropanoyl)-N-(1-(4-(2-((R)-3-(aminomethyl)pyrrolidin-1-yl)propoxy)phenyl)-2-oxo-1,2-dihydropyrimidin-4-yl)piperazine-1-carboxamide hydrochloride salt